Cl.FC=1C=CC(=NC1C(F)(F)F)C(N)[C@@H]1CO[C@H](CC1)C(F)(F)F (5-fluoro-6-(trifluoromethyl)pyridin-2-yl)-trans-(6-(trifluoromethyl)tetrahydro-2H-pyran-3-yl)methanamine hydrochloride